N-[5-[1-(6-ethylpyridazin-3-yl)-3,6-dihydro-2H-pyridin-4-yl]-4-fluoro-2-[rac-(3R,5S)-3,4,5-trimethylpiperazin-1-yl]phenyl]-6-oxo-4-(trifluoromethyl)-1H-pyridine-3-carboxamide C(C)C1=CC=C(N=N1)N1CCC(=CC1)C=1C(=CC(=C(C1)NC(=O)C1=CNC(C=C1C(F)(F)F)=O)N1C[C@H](N([C@H](C1)C)C)C)F |r|